NCCOCCOCCOCCNC(C1=CC(=C(C(=O)NC=2SC(=CN2)C)C=C1)C)=O N4-(2-(2-(2-(2-aminoethoxy)ethoxy)ethoxy)ethyl)-2-methyl-N1-(5-methylthiazol-2-yl)terephthalamide